(R)-5-((1-(dimethylamino)propan-2-yl)oxy)-7-(1-methyl-1H-pyrazol-4-yl)-N-(quinolin-7-yl)quinazolin-4-amine CN(C[C@@H](C)OC1=C2C(=NC=NC2=CC(=C1)C=1C=NN(C1)C)NC1=CC=C2C=CC=NC2=C1)C